N-(2-oxo-1-(3-(trifluoromethyl)benzyl)piperidin-3-yl)-4-(trifluoromethoxy)benzenesulfonamide O=C1N(CCCC1NS(=O)(=O)C1=CC=C(C=C1)OC(F)(F)F)CC1=CC(=CC=C1)C(F)(F)F